tert-butyl 2-chloro-3-(fluoro)-3-oxopropionate ClC(C(=O)OC(C)(C)C)C(=O)F